ClC1=C2C=C(N(C2=C(C(=C1)F)F)CCNC1=CC(=NC=N1)C1=CC(=CS1)C(F)(F)F)C#N 5-{6-[2-(4-Chloro-2-cyano-6,7-difluoro-indol-1-yl)-ethylamino]-pyrimidin-4-yl}-3-trifluoromethyl-thiophen